ethyl 1-[[(3-ethoxy-3-oxo-propanoyl)amino]methyl]cyclopropanecarboxylate C(C)OC(CC(=O)NCC1(CC1)C(=O)OCC)=O